(Z)-3-((2',6-dichloro-6'-iodo-[1,1'-biphenyl]-2-yl)oxy)-2-butenoic acid ethyl ester C(C)OC(\C=C(\C)/OC1=C(C(=CC=C1)Cl)C1=C(C=CC=C1I)Cl)=O